NCC1=C(C=C(CNC(=O)[C@@H]2CN(CCN2C([C@H](NC2CCCCC2)CC2CCCCC2)=O)C(=O)OC2=CC=CC3=CC=CC=C23)C=C1)OC naphthalen-1-yl (3S)-3-{[4-(aminomethyl)-3-methoxybenzyl]carbamoyl}-4-(N,3-dicyclohexyl-D-alanyl)piperazine-1-carboxylate